3-(1-(tert-butyl)-5-(1-(2-(2-(2-(prop-2-yn-1-yloxy)ethoxy)ethoxy)ethyl)-1H-pyrazole-4-carboxamido)-1H-pyrazol-3-yl)cyclopentyl isopropylcarbamate C(C)(C)NC(OC1CC(CC1)C1=NN(C(=C1)NC(=O)C=1C=NN(C1)CCOCCOCCOCC#C)C(C)(C)C)=O